2-[rac-2-amino-3-(2,4-dimethylphenoxy)propoxy]isoindoline-1,3-dione N[C@@H](CON1C(C2=CC=CC=C2C1=O)=O)COC1=C(C=C(C=C1)C)C |r|